3-(2,4-difluorophenyl)-3-oxopropanoic acid ethyl ester C(C)OC(CC(=O)C1=C(C=C(C=C1)F)F)=O